ClC1=NC=C(C=C1)C=1C2CN(C(C1)CC2)C 5-(2-chloro-5-pyridinyl)-2-methyl-2-azabicyclo[2.2.2]oct-5-ene